CC1(CCN(CC1)C=1N=C2N(C(C1)=O)C=C(C=C2[C@@H](C)NC2=C(C(=O)OC(C)(C)C)C=CC=C2)C)C tert-Butyl (R)-2-((1-(2-(4,4-dimethylpiperidin-1-yl)-7-methyl-4-oxo-4H-pyrido[1,2-a]pyrimidin-9-yl)ethyl)amino)benzoate